1-(1-(4-(1-(3-Acetamidopropyl)piperidin-4-yl)benzyl)-1H-indol-5-yl)-5-methyl-1H-pyrazol-3-carboxamid C(C)(=O)NCCCN1CCC(CC1)C1=CC=C(CN2C=CC3=CC(=CC=C23)N2N=C(C=C2C)C(=O)N)C=C1